OCC=1C=C(C=2C3C(C(OC2C1)(C)C)CCC(=C3)CO)O 3,9-Bis(hydroxymethyl)-6,6-dimethyl-6a,7,8,10a-tetrahydrobenzo[c]chromen-1-ol